9-(4-phenylpyridin-2-yl)-2-((5-(4,4,5,5-tetramethyl-1,3,2-dioxaborolan-2-yl)-[1,1'-biphenyl]-3-yl)oxy)-9H-carbazole C1(=CC=CC=C1)C1=CC(=NC=C1)N1C2=CC=CC=C2C=2C=CC(=CC12)OC=1C=C(C=C(C1)B1OC(C(O1)(C)C)(C)C)C1=CC=CC=C1